(R)-2,2,5,5-Tetramethyl-[1,3]dioxane-4-carboxylic acid [(S)-2-(5-chloro-2-fluoro-benzoylamino)-propyl]amide ClC=1C=CC(=C(C(=O)N[C@H](CNC(=O)[C@@H]2OC(OCC2(C)C)(C)C)C)C1)F